5-(N-propynyl-3-cyanoindol-5-yl)isoxazole-3-carboxylic acid ethyl ester C(C)OC(=O)C1=NOC(=C1)C=1C=C2C(=CN(C2=CC1)C#CC)C#N